2-butyl-3-ethylpropan-1,3-diol C(CCC)C(CO)C(O)CC